4-(2-chloro-4-fluorophenyl)-7-morpholino-2H-pyrano[2,3-b]pyridin-2-one ClC1=C(C=CC(=C1)F)C1=CC(OC2=NC(=CC=C21)N2CCOCC2)=O